4-cyclohexanemethanol monoacrylate C(C=C)(=O)OCC1CCCCC1